C1(=CC=CC=C1)CCCNCCCCOC1=CC=C2CCC3(C2=C1)CCC(CC3)C(=O)O 6'-{4-[(3-phenylpropyl)amino]butoxy}-2',3'-dihydrospiro[cyclohexane-1,1'-indene]-4-carboxylic acid